ClC1=NC=C(C(=N1)OC=1C=C(C=CC1F)NC(C=C)=O)Cl N-{3-[(2,5-dichloropyrimidin-4-yl)oxy]-4-fluorophenyl}prop-2-enamide